(5S,6R)-5-(1,2-dihydroxyethyl)-[3,3'-bioxazolidine]-2,2'-dione OC(CO)[C@@H]1CN(C(O1)=O)N1C(OCC1)=O